C=12N(CC=3C=CC=CC3C#CC2=CC=CC1)C(CCNC(CCCC(=O)ON1C(C(CC1=O)S(=O)(=O)[O-])=O)=O)=O 1-[5-[[3-(2-azatricyclo[10.4.0.04,9]hexadeca-1(16),4(9),5,7,12,14-hexaen-10-yn-2-yl)-3-oxo-propyl]amino]-5-oxo-pentanoyl]oxy-2,5-dioxo-pyrrolidine-3-sulfonate